S1C(=NC2=C1C=CC=C2)C2N(C[C@@H](C2)O)C[C@@H]([C@@H](C=O)N2N=NC(=C2)C(=O)[O-])C (S)-1-((2S,4R)-2-(benzo[d]thiazol-2-yl)-4-hydroxypyrrolidin-1-yl-3-methyl-1-oxobutan-2-yl)-1H-1,2,3-triazole-4-carboxylate